3-(8-(1-methyl-1H-pyrazol-5-yl)-3-(1H-pyrazol-3-yl)imidazo[1,2-b]pyridazin-6-yl)-8-oxa-3-azabicyclo[3.2.1]octane CN1N=CC=C1C=1C=2N(N=C(C1)N1CC3CCC(C1)O3)C(=CN2)C2=NNC=C2